tert-butyl 3-cyano-3-(6-methylpyridin-2-yl)piperidine-1-carboxylate C(#N)C1(CN(CCC1)C(=O)OC(C)(C)C)C1=NC(=CC=C1)C